IC=1C=C2C(=NC=NC2=C(C1)C(F)(F)F)N([C@@H](C)C(=O)C=1N(N=CN1)C1=NC=CC=N1)C 6-iodo-N-methyl-N-[(1S)-1-(2-pyrimidin-2-yl-1,2,4-triazol-3-oyl)ethyl]-8-(trifluoromethyl)quinazolin-4-amine